FC1=C(C(=CC=2CCC(CC12)=O)O)N1CC(NS1)=O 5-(1-fluoro-3-hydroxy-7-oxo-5,6,7,8-tetrahydronaphthalen-2-yl)-1,2,5-thiadiazol-3-one